(E)-3-(3-(hydroxymethyl)-3-methyl-4-oxo-2,3,4,5-tetrahydro-1H-pyrido[2,3-b][1,4]diazepine-8-Yl)-N-methyl-N-((3-methylbenzofuran-2-yl)methyl)acrylamide OCC1(CNC2=C(NC1=O)N=CC(=C2)/C=C/C(=O)N(CC=2OC1=C(C2C)C=CC=C1)C)C